OC1=C(C=2OC3=C(C(=C(C(=C3C(C2)=O)O)OC)OC)OC)C=CC=C1 2',5-dihydroxy-6,7,8-trimethoxyflavone